CC=1C(=NC=CN1)CCO 2-(3-methylpyrazin-2-yl)ethanol